C(CCCCCCC\C=C/CCCCCCCC)OC(C(CN(C)C)OCCCCCCCC\C=C/CCCCCCCC)C(N)=O 1,2-dioleyloxycarbamoyl-3-dimethylaminopropane